bicyclo[1.1.1]pentan-1-ylmethanamine hydrochloride Cl.C12(CC(C1)C2)CN